Anthracene-9,10-dion C1=CC=CC=2C(C3=CC=CC=C3C(C12)=O)=O